ClC1=C(C(NC2=CC=CC=C12)=O)C=O 4-Chloro-2-oxo-1,2-dihydroquinoline-3-carbaldehyde